C1(CCC1)=[Hf]C1=C(C=CC=2C=CC=3CC=4C=CC5=C(C4C3C21)C=CC=C5)C5C=CC=C5 Cyclobutylidene[(cyclopentadienyl)-(7H-dibenzo[c,g]fluorenyl)]hafnium